C1(CCC1)N1C=NC(=C1)C1=C(C(=O)O)C=C(C=C1)NC(=O)C1(CC1)C1=C(C=C(C=C1)OC(F)(F)F)F 2-(1-Cyclobutyl-1H-imidazol-4-yl)-5-[({1-[2-fluoro-4-(trifluoromethoxy)phenyl]cyclopropyl}carbonyl)amino]benzoic acid